3-carbamimidamido-2-(methylamino)-propanoic acid N(C(=N)N)CC(C(=O)O)NC